4-(2-(3-(1-(Dimethylamino)ethyl)-5-((R)-2-methylpyrrolidin-1-yl)phenyl)-5H-pyrrolo[2,3-b]pyrazin-7-yl)-N,N-dimethyl-1H-pyrazole-1-carboxamide CN(C(C)C=1C=C(C=C(C1)N1[C@@H](CCC1)C)C=1N=C2C(=NC1)NC=C2C=2C=NN(C2)C(=O)N(C)C)C